2-(trifluoromethyl)pyridin FC(C1=NC=CC=C1)(F)F